2-benzyl-8-(oxazole-5-carbonyl)-2,8-diazaspiro[4.5]decan-1-one C(C1=CC=CC=C1)N1C(C2(CC1)CCN(CC2)C(=O)C2=CN=CO2)=O